CC1=NC2=CC=C(C(=C2C=C1)P1(CC=CC1)=O)NC(C(C)(C)C)=O N-(2-methyl-5-(1-oxo-2,5-dihydro-phosphol-1-yl)quinolin-6-yl)pivalamide